tert-Butyl 5-bromo-3-isopropyl-1H-pyrrolo[3,2-b]pyridine-1-carboxylate BrC1=CC=C2C(=N1)C(=CN2C(=O)OC(C)(C)C)C(C)C